3-chloro-8-cyano-5a-(4-cyanophenyl)-8a-hydroxy-6-phenyl-5a,7,8,8a-tetrahydro-6H-cyclopenta[4,5]furo[3,2-b]pyridine-7-carboxylic acid ClC=1C=C2C(=NC1)C1(C(O2)(C(C(C1C#N)C(=O)O)C1=CC=CC=C1)C1=CC=C(C=C1)C#N)O